C(CC1=CC=CC=C1)C1=C(O)C=CC=C1O phenethylresorcin